6-(Cyclopropylmethoxy)-N-{3-[(fluoromethoxy)methyl]pent-3-yl}-5-(3-methoxyazetidin-1-yl)pyridine-2-carboxamide C1(CC1)COC1=C(C=CC(=N1)C(=O)NC(CC)(CC)COCF)N1CC(C1)OC